CC1=NC(=NC(=C1)NC)NC=1C=C(C2=C(NC(O2)=O)C1)OCCCN1CCCC1 5-[[4-methyl-6-(methylamino)pyrimidin-2-yl]amino]-7-(3-pyrrolidin-1-ylpropoxy)-3H-1,3-benzoxazol-2-one